dilithionaphthalene [Li]C1=C(C2=CC=CC=C2C=C1)[Li]